2-[4-[(2-hydroxy-3-tridecyloxypropyl)oxy]-2-hydroxyphenyl]-4,6-bis(2,4-dimethylphenyl)-6-(2-hydroxy-4-isooctylphenyl)-S-triazine OC(COC1=CC(=C(C=C1)C=1NC(N=C(N1)C1=C(C=C(C=C1)C)C)(C1=C(C=C(C=C1)CCCCCC(C)C)O)C1=C(C=C(C=C1)C)C)O)COCCCCCCCCCCCCC